tert-butyl (2R,3S,4S)-2-(1,3-benzothiazol-5-ylmethyl)-3,4-dihydroxypyrrolidine-1-carboxylate S1C=NC2=C1C=CC(=C2)C[C@H]2N(C[C@@H]([C@H]2O)O)C(=O)OC(C)(C)C